CC(=CCC=1C(=C(C(=CC1O)CCCCC)S(=O)(=O)O)O)CCC=C(C)C 3-(3,7-dimethylocta-2,6-dien-1-yl)-2,4-dihydroxy-6-pentylbenzenesulfonic acid